C1(=CC=CC=C1)C=1C=C2CCN(CC2=CC1)C(=O)N 6-phenyl-3,4-dihydroisoquinoline-2(1H)-carboxamide